(2R,6S)-4-(5-cyanopyrimidin-2-yl)-N-(2-{1-[(4-hydroxyphenyl)-methyl]piperidin-4-yl}ethyl)-2,6-dimethylpiperazine-1-carboxamide C(#N)C=1C=NC(=NC1)N1C[C@H](N([C@H](C1)C)C(=O)NCCC1CCN(CC1)CC1=CC=C(C=C1)O)C